spiro[2,3-dihydropyrano[3,2-c]pyridine-4,2'-oxirane] O1C2(C1)CCOC1=C2C=NC=C1